FC1=CC=C(C=C1)NC(=O)NC1C(N(CC1C1=CC=C(C=C1)OC)CCO)=O (+)-1-(4-fluorophenyl)-3-[1-(2-hydroxyethyl)-4-(4-methoxy-phenyl)-2-oxo-pyrrolidin-3-yl]urea